bis((perfluoroethyl)sulfonyl)imide [N-](S(=O)(=O)C(F)(F)C(F)(F)F)S(=O)(=O)C(F)(F)C(F)(F)F